COC1=C(C2=CC=C(C=C2C=C1)C1(OCCO1)C)C=O 2-methoxy-6-(2-methyl-1,3-dioxolan-2-yl)-1-naphthaldehyde